OC(CN(CCC(C(=O)N)C)CC(CCCCCCCCCCCCCC)O)CCCCCCCCCCCCCC (2-(bis(2-hydroxyhexadecyl)amino)ethyl)propanamide